5-((4-(4-(trifluoromethyl)phenyl)oxazol-2-yl)amino)picolinic acid FC(C1=CC=C(C=C1)C=1N=C(OC1)NC=1C=CC(=NC1)C(=O)O)(F)F